O=CCCOC(NC(C)C)=O 3-oxopropyl(isopropyl)carbamate